tert-butyl 2-(4-((4-(4-(4-((4-(2-(3-chloro-5-cyanophenyl)propan-2-yl)phenoxy)methyl)pyrimidin-2-yl) piperazin-1-yl)piperidin-1-yl)methyl)piperidin-1-yl)acetate ClC=1C=C(C=C(C1)C#N)C(C)(C)C1=CC=C(OCC2=NC(=NC=C2)N2CCN(CC2)C2CCN(CC2)CC2CCN(CC2)CC(=O)OC(C)(C)C)C=C1